S(N)(=O)(=O)C1=CC=C(S1)[C@@H]1N(CCC1)C(=O)OC(C)(C)C tert-butyl (R)-2-(5-sulfamoylthiophen-2-yl)pyrrolidine-1-carboxylate